N1=C(C=CC=C1)C(C(C(C)=O)=O)(C)C1=NC=CC=C1 bis(2-pyridyl)pentanedione